C(C)(=O)OC(C(=O)O)C1=C(C=CC=C1)F 2-acetoxy-2-(2-fluorophenyl)acetic acid